(3-(8-amino-6-(2-methyloxazol-5-yl)imidazo[1,2-a]pyrazin-3-yl)-4-methylphenyl)-1,1-difluoropropan-2-ol NC=1C=2N(C=C(N1)C1=CN=C(O1)C)C(=CN2)C=2C=C(C=CC2C)C(C(C)O)(F)F